BrC=1C(=C2C=NN(C2=CC1)C1OCCCC1)[N+](=O)[O-] 5-bromo-4-nitro-1-tetrahydropyran-2-yl-indazole